O=C1NC(CCC1N1C(C2=CC=C(C=C2C1=O)N1CC(C1)NC(C1=CC=C(C=C1)NC1=NC=C(C(=C1)NCC1=C(C=CC=C1)N(S(=O)(=O)C)C)C(F)(F)F)=O)=O)=O N-(1-(2-(2,6-Dioxopiperidin-3-yl)-1,3-dioxoisoindolin-5-yl)azetidin-3-yl)-4-((4-((2-(N-methylmethylsulfonamido)benzyl)amino)-5-(trifluoromethyl)pyridin-2-yl)amino)-benzamide